stannous dibutyrate C(CCC)(=O)[O-].C(CCC)(=O)[O-].[Sn+2]